C(CCC(=O)O)(=O)O.NC1=NC=CC(=C1Cl)SC1=CN=C(N=N1)N1CCC2(CC1)[C@@H](C1=CC=CC=C1C2)N (S)-1'-(6-((2-Amino-3-chloropyridin-4-yl)thio)-1,2,4-triazin-3-yl)-1,3-dihydrospiro[indene-2,4-piperidin]-1-amine monosuccinate salt